methyl (2R,3S,5S)-5-(difluoromethyl)-3-((difluoromethyl)sulfonamido)-2-((((1S,3S,6R)-6-(5-fluoropyrimidin-2-yl)bicyclo[4.1.0]heptan-3-yl)oxy)methyl)pyrrolidine-1-carboxylate FC([C@@H]1C[C@@H]([C@@H](N1C(=O)OC)CO[C@@H]1C[C@@H]2C[C@@]2(CC1)C1=NC=C(C=N1)F)NS(=O)(=O)C(F)F)F